C(C)(=O)OC1=CC=C(C[C@@H](N)C(=O)O)C=C1 O-acetyl-D-tyrosine